C(#N)C1=CC=C(CN(C(=O)N2[C@H]3[C@@H](N(C[C@@H]2CC3)C(N(C3=CC=CC=C3)C3=CC=CC=C3)=O)C(=O)O)C)C=C1 (1R,2R,5S)-8-((4-cyanobenzyl)(methyl)carbamoyl)-3-(diphenylcarbamoyl)-3,8-diazabicyclo[3.2.1]octane-2-carboxylic acid